Cl.C(C1=CC=CC=C1)[NH+]1CC(OCC1)C=1C=NN(C1)CC1=CC=CC=C1 4-benzyl-2-(1-benzyl-1H-pyrazol-4-yl)morpholinium HCl salt